N-(1-(tert-butyl)-5-(4,4-dimethoxytetrahydrofuran-2-yl)-1H-pyrazol-3-yl)-2-(3-methyl-isoxazol-5-yl)acetamide C(C)(C)(C)N1N=C(C=C1C1OCC(C1)(OC)OC)NC(CC1=CC(=NO1)C)=O